O1C(=CC=C1)CC(C(=O)C1=CC=CC=C1)C 3-(furan-2-yl)-2-methyl-1-phenylpropan-1-one